SCCNC(OC(C)(C)C)=O tert-Butyl N-(2-mercaptoethyl)carbamate